C(C)(C)(C)OC(=O)N[C@H](C(=O)O)CC1CCN(CC1)CC (S)-2-((tert-butoxycarbonyl)amino)-3-(1-ethylpiperidin-4-yl)propionic acid